2-Amino-N-[4-fluoro-2-methyl-5-[[5-[(3R)-oxolan-3-yl]oxypyridin-2-yl]carbamoyl]phenyl]-1,3-thiazole-5-carboxamide NC=1SC(=CN1)C(=O)NC1=C(C=C(C(=C1)C(NC1=NC=C(C=C1)O[C@H]1COCC1)=O)F)C